4-(6-((4-cyano-2-fluorobenzyl)oxy)pyridin-2-yl)-2-methylpiperazine-1-carboxylic acid tert-butyl ester C(C)(C)(C)OC(=O)N1C(CN(CC1)C1=NC(=CC=C1)OCC1=C(C=C(C=C1)C#N)F)C